(R)-N-(3-(5-(4-(4-(2,2-diethoxyethyl)piperazin-1-yl)phenyl)-1H-pyrrolo[2,3-b]Pyridine-3-carbonyl)-2,4-difluorophenyl)-3-fluoropyrrolidine-1-sulfonamide C(C)OC(CN1CCN(CC1)C1=CC=C(C=C1)C=1C=C2C(=NC1)NC=C2C(=O)C=2C(=C(C=CC2F)NS(=O)(=O)N2C[C@@H](CC2)F)F)OCC